OC(C(=O)N(C)C)C1=CC=C(C=C1)[N+](=O)[O-] 2-hydroxy-N,N-dimethyl-2-(4-nitrophenyl)acetamide